3-(5-(1-((6-isopropoxypyridin-2-yl)methyl)piperidin-4-yl)-1-oxoisoindolin-2-yl)piperidine-2,6-dione C(C)(C)OC1=CC=CC(=N1)CN1CCC(CC1)C=1C=C2CN(C(C2=CC1)=O)C1C(NC(CC1)=O)=O